3-(3-Fluorobenzyl)-6-(4-bromobenzyl)-2,3,4,6-tetrahydropyrido[3,4-c][1,8]naphthyridine-5(1H)-one FC=1C=C(CN2CC=3C(N(C=4N=CC=CC4C3CC2)CC2=CC=C(C=C2)Br)=O)C=CC1